FC1=C(C(=CC=C1)OC1=C(C(=NC=C1)C)OC)CN1C[C@@H](N([C@@H](C1)C)C(C(C)C)=O)C(=O)NCC1=CC=C(C=C1)C1=NC=CC=N1 (2R,6R)-4-({2-fluoro-6-[(3-methoxy-2-methylpyridin-4-yl)oxy]phenyl}methyl)-6-methyl-1-(2-methylpropanoyl)-N-{[4-(pyrimidin-2-yl)phenyl]methyl}piperazine-2-carboxamide